cyclopropyl(4-(6-(4-(2-(trifluoromethyl)piperazin-1-yl)phenyl)pyrrolo[1,2-b]pyridazin-4-yl)piperazin-1-yl)methanone C1(CC1)C(=O)N1CCN(CC1)C=1C=2N(N=CC1)C=C(C2)C2=CC=C(C=C2)N2C(CNCC2)C(F)(F)F